3-[3-(4-pyridyl)imidazo[1,2-b]pyridazin-6-yl]benzamide N1=CC=C(C=C1)C1=CN=C2N1N=C(C=C2)C=2C=C(C(=O)N)C=CC2